2-((2S)-4-(7-(5-ethynylnaphthalen-1-yl)-6,8-difluoro-2-((tetrahydro-1H-pyrrolizine-7a(5H)-yl)methoxy)quinazolin-4-yl)-1-(2-fluoroacryloyl)piperazin-2-yl)acetonitrile C(#C)C1=C2C=CC=C(C2=CC=C1)C1=C(C=C2C(=NC(=NC2=C1F)OCC12CCCN2CCC1)N1C[C@@H](N(CC1)C(C(=C)F)=O)CC#N)F